methyl 2-(4-ethoxyphenyl)-3-oxobutanoate C(C)OC1=CC=C(C=C1)C(C(=O)OC)C(C)=O